C(C)(C)(C)OC(=O)N1CC(CC1)C1CCN(CC1)C1=C(C=CC(=C1)Cl)C=O 3-(1-(5-chloro-2-formylphenyl)piperidin-4-yl)pyrrolidine-1-carboxylic acid tert-butyl ester